ClC=1C(N(C(=CC1OC([2H])([2H])C1=NC=C(C=C1F)F)C)C1=CC(=NC=C1C)N1N=C(C=C1)C(C)(C)NC(C)=O)=C=O (S)-N-(2-(1-(3-chloro-4-((3,5-difluoropyridin-2-yl)methoxy-d2)-5',6-dimethyl-2-carbonyl-2H-[1,4'-bipyridine]-2'-yl)-1H-pyrazol-3-yl)propan-2-yl)acetamide